N-[7-(2-cyano-3,4-dihydroxy-5-hydroxymethyl-tetrahydro-furan-2-yl)-pyrrolo[2,1-f]-[1,2,4]-triazin-4-yl]-guanidine C(#N)C1(OC(C(C1O)O)CO)C1=CC=C2C(=NC=NN21)NC(=N)N